3-(3,4-Difluorobenzyl)-1-(1-((2-(trimethylsilyl)ethoxy)methyl)-1H-imidazol-2-yl)piperidin-2-one FC=1C=C(CC2C(N(CCC2)C=2N(C=CN2)COCC[Si](C)(C)C)=O)C=CC1F